(2R)-1-({6-[2,4-bis(trifluoromethyl)phenyl]-4,5-dimethylpyridazin-3-yl}amino)propan-2-ol FC(C1=C(C=CC(=C1)C(F)(F)F)C1=C(C(=C(N=N1)NC[C@@H](C)O)C)C)(F)F